8-bromo-6-Chloro-2-methyl-3,4-dihydroisoquinolin-1(2H)-one BrC=1C=C(C=C2CCN(C(C12)=O)C)Cl